N1(C=NC=C1)C=1C=CC(=C(C1)O)C1=NC=C(N=C1)N(C1CC(NC(C1)(C)C)(C)C)C 5-(1H-imidazol-1-yl)-2-(5-(methyl(2,2,6,6-tetramethylpiperidin-4-yl)amino)pyrazin-2-yl)phenol